2-(2-(((2-bromopyridin-4-yl)amino)methyl)-6-cyclopropylimidazo[1,2-a]pyridin-8-yl)propan-2-ol BrC1=NC=CC(=C1)NCC=1N=C2N(C=C(C=C2C(C)(C)O)C2CC2)C1